C(C1=CC=CC=C1)OC=1N([C@H]2[C@H](OC)[C@H](O)[C@@H](CO)O2)C=2N=CN=C(C2N1)N 8-benzyloxy-2'-O-methyladenosine